Cl.NCC=1NC(NN1)=O 5-(aminomethyl)-2,4-dihydro-3H-1,2,4-triazol-3-one hydrochloride